ClC1=C(C=CC=C1)N1C(N=C(C2=C1N=C(C=C2)C(F)(F)F)NC2=CC=NN2C)=O 1-(2-chlorophenyl)-4-((1-methyl-1H-pyrazol-5-yl)amino)-7-(trifluoromethyl)-pyrido[2,3-d]pyrimidin-2(1H)-one